1-((3S,4S)-3-Hydroxy-4-((S)-5H-imidazo[5,1-a]isoindol-5-yl)piperidin-1-yl)ethan-1-on O[C@@H]1CN(CC[C@H]1[C@@H]1N2C(C3=CC=CC=C13)=CN=C2)C(C)=O